(3-Oxa-bicyclo[3.1.0]hex-6-yl)-N'-(5-trifluoromethyl-pyridin-3-yl)-6-(6-trifluoromethyl-pyridin-2-yl)-[1,3,5]triazine-2,4-diamine C12COCC2C1NC1=NC(=NC(=N1)NC=1C=NC=C(C1)C(F)(F)F)C1=NC(=CC=C1)C(F)(F)F